NC1=CC=C(C#N)C=C1 4-aminobenzonitrile